FC=1C(=C(C#N)C=CC1F)C(F)(F)F 3,4-difluoro-2-(trifluoromethyl)benzonitrile